p-isopentyloxystyrene C(CC(C)C)OC1=CC=C(C=C)C=C1